N-(3-(chloromethyl)phenyl)-3-chlorobenzamide ClCC=1C=C(C=CC1)NC(C1=CC(=CC=C1)Cl)=O